(5-isopropyl-1-(4-phenylbenzylimidazol-4-yl)methylene)piperazine-2,5-dione C(C)(C)C1=C(N=C(N1)CC1=CC=C(C=C1)C1=CC=CC=C1)C=C1C(NCC(N1)=O)=O